(R)-N-((4-Methoxy-6-methyL-2-oxo-1,2-dihydropyridin-3-yl)methyl)-2-methyl-1-(1-(1-(2,2,2-trifluoroethyl)piperidin-4-yl)ethyl)-1H-indole-3-carboxamide COC1=C(C(NC(=C1)C)=O)CNC(=O)C1=C(N(C2=CC=CC=C12)[C@H](C)C1CCN(CC1)CC(F)(F)F)C